1,2-bis{1,5-bis(methoxycarbonyl)-3-methyl-9-oxo-2,4-bis(pyridin-2-yl)-3,7-diazabicyclo[3.3.1]nonan-7-yl}ethane COC(=O)C12C(N(C(C(CN(C1)CCN1CC3(C(N(C(C(C1)(C3=O)C(=O)OC)C3=NC=CC=C3)C)C3=NC=CC=C3)C(=O)OC)(C2=O)C(=O)OC)C2=NC=CC=C2)C)C2=NC=CC=C2